C(C)OC1CN(C1)CC1=CC(=NC=C1)C=1C=C2CN(C(C2=CC1)=O)C1C(NC(CC1)=O)=O 3-(5-(4-((3-ethoxyazetidin-1-yl)methyl)pyridin-2-yl)-1-oxoisoindolin-2-yl)piperidine-2,6-dione